COC1=CC=C(C=C1)SC1=CC=C(C=C1)[S+](C1=CC=C(C=C1)OC)C1=CC=C(C=C1)OC 4-(4-methoxyphenylthio)phenyl-bis(4-methoxyphenyl)sulfonium